3-(2,6-dimethoxyphenyl)-5-(1-isopropylindol-5-yl)-1,2,4-oxadiazole COC1=C(C(=CC=C1)OC)C1=NOC(=N1)C=1C=C2C=CN(C2=CC1)C(C)C